3-(6-((4-(6-fluorobenzo[d]isoxazol-3-yl)piperidin-1-yl)methyl)-1-oxoisoindolin-2-yl)piperidine-2,6-dione FC1=CC2=C(C(=NO2)C2CCN(CC2)CC2=CC=C3CN(C(C3=C2)=O)C2C(NC(CC2)=O)=O)C=C1